(6S)-4-(4-chlorophenyl)-2,3,9-trimethyl-6H-thieno[3,2-f][1,2,4]triazolo[4,3-a][1,4]diazepine-6-acetic acid ClC1=CC=C(C=C1)C1=N[C@H](C=2N(C3=C1C(=C(S3)C)C)C(=NN2)C)CC(=O)O